N-cyclohexylethane-1,2-diamine C1(CCCCC1)NCCN